C(C)(C)SCC1=CC=CO1 FURFURYL ISOPROPYL SULFIDE